N=1N(N=C2C1C=CC=C2)C2=C(C(=CC(=C2)CC)CCCCCCCCCC)O 2-(2H-benzotriazole-2-yl)-6-decyl-4-ethylphenol